(4-bromopyridin-2-yl)tetrahydro-2H-pyran-4-carbonitrile BrC1=CC(=NC=C1)C1OCCC(C1)C#N